C(C1=CC=CC=C1)OC(=O)N1CCN(CC1)S(=O)(=O)C=1C=NC(=CC1)Cl 4-[(6-chloro-3-pyridinyl)sulfonyl]piperazine-1-carboxylic acid benzyl ester